2-(2-(tert-butyl)phenoxy)-N-(2-chloro-4-hydroxyphenyl)acetamide C(C)(C)(C)C1=C(OCC(=O)NC2=C(C=C(C=C2)O)Cl)C=CC=C1